NC=1C(=CC(=C(C1)N1CCN(CC1)C1(COC1)C#N)Br)C 3-(4-(5-amino-2-bromo-4-methylphenyl)piperazin-1-yl)oxetane-3-carbonitrile